2-Cyclohexyl-4-phenyl-5-(propan-2-ylidene)-5H-benzo[d][1,3]diazepine C1(CCCCC1)C=1N=C(C(C2=C(N1)C=CC=C2)=C(C)C)C2=CC=CC=C2